ClC=1C=CC(=C(C1)N1C(C(N(CC1)[C@H](C(=O)NC=1C=C2C=C(N(C2=CC1)C(=O)OC(C)(C)C)C(=O)OC(C)(C)C)CC1=CC=C(C=C1)NC(=O)NS(=O)(=O)CC)=O)=O)N1N=NN=C1 di-tert-butyl (S)-5-(2-(4-(5-chloro-2-(1H-tetrazol-1-yl) phenyl)-2,3-dioxopiperazin-1-yl)-3-(4-(3-(ethylsulphonyl) ureido) phenyl) propionylamino)-1H-indole-1,2-dicarboxylate